COC=1C=C(C=CC1OC)C1=NOC(=N1)C1CCN(CC1)C(CNC(OC(C)(C)C)=O)=O tert-butyl N-[2-[4-[3-(3,4-dimethoxyphenyl)-1,2,4-oxadiazol-5-yl]-1-piperidyl]-2-oxo-ethyl]carbamate